C(C)(C)(C)OC(=O)N1CCN(CC1)CC1=CC=C(C=C1)C=1C=C2C(=NN(C2=CC1)C(=O)OC(C)(C)C)C(NC1=CC=NC=C1)=O tert-butyl 5-(4-((4-(tert-butoxycarbonyl) piperazin-1-yl)methyl)phenyl)-3-(pyridin-4-ylcarbamoyl)-1H-indazole-1-carboxylate